(2R,3S)-decane-2,3-diol C[C@H]([C@H](CCCCCCC)O)O